C1(CC1)OC=1C=C2C(=C(C(N(C2=CC1)C)=O)C#N)N1CCC(CC1)(C=1OC2=C(N1)C=C(C=C2)C)C 6-(cyclopropyloxy)-1-methyl-4-[4-methyl-4-(5-methyl-1,3-benzoxazol-2-yl)piperidin-1-yl]-2-oxo-1,2-dihydroquinoline-3-carbonitrile